2-methoxy-4-(tetrahydrofuran-2-yl)-1H-imidazole COC=1NC=C(N1)C1OCCC1